(S)-4-(7-bromo-6-chloro-8-fluoro-2-((1-methylpyrrolidin-2-yl)methoxy)quinazolin-4-yl)piperazine BrC1=C(C=C2C(=NC(=NC2=C1F)OC[C@H]1N(CCC1)C)N1CCNCC1)Cl